C(C)N(CC)C=1C=C(C=CC1OC)NC(CCCCCCC)=O N-[3-(N,N-diethylamino)-4-methoxyphenyl]octanamide